C(CC#C)OCCOCCOCCNCC1=C2C=CN(C2=CC(=C1)F)CC1=CC=C(C=C1)Cl 2-(2-(2-(but-3-yn-1-yloxy)ethoxy)ethoxy)-N-((1-(4-chlorobenzyl)-6-fluoro-1H-indol-4-yl)methyl)ethan-1-amine